OC[C@@H]1N(CCOC1)C1=NC=C(C(=C1)C#N)[N+](=O)[O-] 2-[(3S)-3-(hydroxymethyl)morpholin-4-yl]-5-nitropyridine-4-carbonitrile